sodium laurylisethionate C(CCCCCCCCCCC)OS(=O)(=O)CCO.[Na]